FC1=C(C(=CC=C1)OC)N1N=C2C(=CC1=O)NN=C2C2=CC=C(C=C2)N2C[C@@H]1COCCN1CC2 (R)-5-(2-Fluoro-6-methoxyphenyl)-3-(4-(hexahydropyrazino[2,1-c][1,4]oxazin-8(1H)-yl)phenyl)-1H-pyrazolo[4,3-c]pyridazin-6(5H)-on